4-(5-(2-aminobenzyl)-3-phenyl-1H-pyrazol-1-yl)benzonitrile NC1=C(CC2=CC(=NN2C2=CC=C(C#N)C=C2)C2=CC=CC=C2)C=CC=C1